rac-(4aR,7aS)-1-(2-(4-chloro-2-fluorophenyl)-2-methylbenzo[d][1,3]dioxol-4-yl)octahydrofuro[3,4-b]pyrazine hydrochloride Cl.ClC1=CC(=C(C=C1)C1(OC2=C(O1)C=CC=C2N2[C@H]1[C@@H](NCC2)COC1)C)F |r|